4-cyclopropyl-2-(hydroxymethyl)-6-[3-[3-methyl-1-(4-methyl-1,2,4-triazol-3-yl)cyclobutyl]phenyl]-1H-pyrrolo[2,3-c]pyridin-7-one C1(CC1)C=1C2=C(C(N(C1)C1=CC(=CC=C1)C1(CC(C1)C)C1=NN=CN1C)=O)NC(=C2)CO